OC(=O)C(F)(F)F.C(C)(C)(C)NC(=O)C1[C@H]2CNC[C@@H]12 (1R,5S,6r)-N-(tert-butyl)-3-azabicyclo[3.1.0]Hexane-6-carboxamide TFA salt